6-((4,6-dimethyl-pyrimidin-2-yl)amino)-N-ethoxy-4-((4-ethynyl-2-(N-methyl-methanesulfonamido)phenyl)amino)nicotinamide CC1=NC(=NC(=C1)C)NC1=NC=C(C(=O)NOCC)C(=C1)NC1=C(C=C(C=C1)C#C)N(S(=O)(=O)C)C